C1C[C@H]2C(=O)N[C@H](C(=O)N[C@H](C(=O)N[C@H](C(=O)N[C@@H](CSSC[C@@H](C(=O)N[C@H](C(=O)N[C@H](C(=O)N[C@H](C(=O)N[C@H](C(=O)N2C1)CCCCN)CCCCN)CCCNC(=O)N)CC3=CC=C(C=C3)O)NC(=O)[C@H](CC4=CC5=CC=CC=C5C=C4)NC(=O)[C@H](CCCNC(=N)N)NC(=O)[C@H](CCCNC(=N)N)NC(=O)C6=CC=C(C=C6)F)C(=O)N[C@@H](CCCNC(=N)N)C(=O)N)CCCNC(=O)N)CCCNC(=N)N)CC7=CC=C(C=C7)O The molecule is a heterodetic cyclic peptide that has antineoplastic activity. It is a CXC chemokine receptor 4 (CXCR4) antagonist with an IC50 value of 0.8 nM and is currently under clinical investigation for the treatment of hematological malignancies, solid tumors, and stem cell mobilization. It was granted orphan drug designation by the FDA for the treatment of pancreatic cancer in 2019. It has a role as an apoptosis inducer, an antineoplastic agent and a C-X-C chemokine receptor type 4 antagonist.